ClC1=C(C=CC(=C1)C)OS(=O)(=O)F.ClC1=C(C=C(OCC(=O)NC23CC(C2)(C3)C=3NC(=CN3)C3=CC(=C(C=C3)Cl)F)C=C1)F 2-(4-chloro-3-fluorophenoxy)-N-{3-[5-(4-chloro-3-fluorophenyl)-1H-imidazol-2-yl]bicyclo[1.1.1]pentan-1-yl}acetamide 2-chloro-4-methylphenyl-sulfurofluoridate